1,4-bis(p-chloromethylphenyl)-2-butene ClCC1=CC=C(C=C1)CC=CCC1=CC=C(C=C1)CCl